C(C)(C)(C)OC(=O)NC1=CC=C(C=C1)C=1C=C(N(C1)C)C(=O)OC methyl 4-(4-((tert-butoxycarbonyl)amino)phenyl)-1-methyl-1H-pyrrol-2-carboxylate